3-(5-(difluoromethyl)-1,3,4-oxadiazol-2-yl)-8-((2R,5S)-2-(methoxymethyl)-5-methylmorpholino)-N-(3-methyloxetan-3-yl)imidazo[1,5-a]pyridine-6-sulfonamide FC(C1=NN=C(O1)C1=NC=C2N1C=C(C=C2N2C[C@@H](OC[C@@H]2C)COC)S(=O)(=O)NC2(COC2)C)F